1-(2,2-difluoroethyl)-5-[3-(2-methylphenyl)-1,2,4-oxadiazol-5-yl]-1H-1,2,3-benzotriazole FC(CN1N=NC2=C1C=CC(=C2)C2=NC(=NO2)C2=C(C=CC=C2)C)F